4-[2-methoxyethyl-[4-(5,6,7,8-tetrahydro-1,8-naphthyridin-2-yl)butyl]amino]-2-[(2,2,2-trifluoro-1,1-dimethyl-ethoxy)carbonylamino]butanoic acid COCCN(CCC(C(=O)O)NC(=O)OC(C(F)(F)F)(C)C)CCCCC1=NC=2NCCCC2C=C1